N-[(4-fluorophenyl)methyl]-3-[1-methanesulfonyl-2-(trifluoromethyl)piperidin-3-yl]-4-methyl-1-(2-methylfuran-3-carbonyl)-1H-pyrazol-5-amine FC1=CC=C(C=C1)CNC1=C(C(=NN1C(=O)C1=C(OC=C1)C)C1C(N(CCC1)S(=O)(=O)C)C(F)(F)F)C